C1(CC1)[C@@H]1CN(C[C@@H](O1)C=1C=NN(C1)C1CC1)S(=O)(=O)C1=CC=C(C=C1)C (2R,6S)-2-cyclopropyl-6-(1-cyclopropylpyrazol-4-yl)-4-(p-tolylsulfonyl)morpholine